(S)-1-((3-fluoro-2-methylpyridin-4-yl)methyl)-3,4-dimethyl-2-oxo-N-(2,4,6-trifluorobenzyl)-1,2,3,4-tetrahydro-quinazoline-7-carboxamide FC=1C(=NC=CC1CN1C(N([C@H](C2=CC=C(C=C12)C(=O)NCC1=C(C=C(C=C1F)F)F)C)C)=O)C